1,4-dichloro-5,8-dibromoanthraquinone ClC1=CC=C(C=2C(C3=C(C=CC(=C3C(C12)=O)Br)Br)=O)Cl